(2S,4R)-1-(2-(3-acetyl-5-(2-methylpyrazolo[1,5-a]pyrimidin-6-yl)-1H-indol-1-yl)acetyl)-4-fluoro-N-(6-(trifluoromethoxy)pyridin-2-yl)pyrrolidine-2-carboxamide C(C)(=O)C1=CN(C2=CC=C(C=C12)C=1C=NC=2N(C1)N=C(C2)C)CC(=O)N2[C@@H](C[C@H](C2)F)C(=O)NC2=NC(=CC=C2)OC(F)(F)F